O=C1N(C(C2=CC=CC=C12)=O)OC(=O)[C@@H]1[C@H](C1)C(C)C (1s,2r)-2-isopropylcyclopropanecarboxylic acid (1,3-dioxoisoindolin-2-yl) ester